R-1-isopropylamino-3-(4-bromo-1-naphthoxy)-2-propanol C(C)(C)NC[C@H](COC1=CC=C(C2=CC=CC=C12)Br)O